tert-butyl 4-(4-(((2s,4r)-2-methyl-1-propionyl-1,2,3,4-tetrahydroquinolin-4-yl) amino) phenyl)-3,6-dihydropyridin-1(2H)-carboxylate C[C@@H]1N(C2=CC=CC=C2[C@@H](C1)NC1=CC=C(C=C1)C=1CCN(CC1)C(=O)OC(C)(C)C)C(CC)=O